C[Si](CCOCN1N=CC(=C1)CC(=O)O)(C)C 2-(1-((2-(trimethylsilyl)ethoxy)methyl)-1H-pyrazol-4-yl)acetic acid